(R)-2-amino-2-phenylpropanol N[C@](CO)(C)C1=CC=CC=C1